5-benzyl-N-(4-methyl-3-oxo-1,1a,2,3,4,8b-hexahydrobenzo[b]cyclopropa[d]azepin-2-yl)-1H-pyrazole-3-carboxamide C(C1=CC=CC=C1)C1=CC(=NN1)C(=O)NC1C2C(C3=C(N(C1=O)C)C=CC=C3)C2